4-((1,1-dioxotetrahydro-1H-thiopyran-4-yl)amino)phenethylcarbamic acid tert-butyl ester C(C)(C)(C)OC(NCCC1=CC=C(C=C1)NC1CCS(CC1)(=O)=O)=O